CN1C(N(CC1)C1CNCCC1)=O 3-(3-methyl-2-oxoimidazolidin-1-yl)piperidine